2-(2-{[(2S)-2-(1H-1,3-benzodiazol-2-yl)propyl]amino}ethyl)-N-[(3-fluoropyridin-2-yl)methyl]-[1,3]thiazolo[5,4-d]pyrimidin-7-amine N1C(=NC2=C1C=CC=C2)[C@H](CNCCC=2SC=1N=CN=C(C1N2)NCC2=NC=CC=C2F)C